N-(5-chloro-6-(2H-1,2,3-triazol-2-yl)pyridin-3-yl)-1-(isoquinolin-5-yl)-5-(trifluoromethyl)-1H-1,2,3-triazole-4-carboxamide ClC=1C=C(C=NC1N1N=CC=N1)NC(=O)C=1N=NN(C1C(F)(F)F)C1=C2C=CN=CC2=CC=C1